C(#N)C=1C=C(C=CC1)C=1N=C(SC1C1=CC(=NC(=C1)C)C)NC(=O)N1C[C@@H](OCC1)CO (2R)-N-[4-(3-Cyanophenyl)-5-(2,6-dimethyl-4-pyridyl)thiazol-2-yl]-2-(hydroxymethyl)morpholine-4-carboxamide